2-{5-[3-(3-methylphenyl)-2,4,6-trioxa-1,3,5-triazin-1-yl]-2-phenoxyphenoxy}acetic acid CC=1C=C(C=CC1)N1ON(ONO1)C=1C=CC(=C(OCC(=O)O)C1)OC1=CC=CC=C1